C(C)C(C(=O)Cl)CC(=O)Cl ethyl-succinyl chloride